tetradecyl acrylate phosphate P(=O)(O)(O)O.C(C=C)(=O)OCCCCCCCCCCCCCC